P(OC)(OC)[O-].[Na+] sodium dimethyl (phosphite)